C(C1=CC=CC=C1)(=O)O[C@H](C)[C@@H]1N(C[C@@H](N(C1)C(=O)OC(C)(C)C)CC1=CC=C(C=C1)Cl)C tert-butyl (2S,5R)-5-((R)-1-(benzoyloxy)ethyl)-2-(4-chlorobenzyl)-4-methylpiperazine-1-carboxylate